[IH2+].CC1=CC=[NH+]C=C1 4-methyl-pyridinium iodonium salt